N-(3-(1H-benzo[d]imidazol-2-yl)phenyl)-2'-(trifluoromethyl)-[1,1'-biphenyl]-4-amine N1C(=NC2=C1C=CC=C2)C=2C=C(C=CC2)NC2=CC=C(C=C2)C2=C(C=CC=C2)C(F)(F)F